8-nitro-1,2,3,5,6,7-hexahydro-imidazo[1,2-a]pyridin-5-ol [N+](=O)([O-])C1=C2N(C(CC1)O)CCN2